FC1=C(C=C(COC2=CC=C(C=C2)C2=NOC(=C2)[C@@H]([C@@](CN2N=NN=C2)(O)C2=C(C=C(C=C2)F)F)C)C=C1)OC (2R,3R)-3-(3-(4-(4-fluoro-3-methoxybenzyloxy)phenyl)isoxazol-5-yl)-2-(2,4-difluorophenyl)-1-(1H-tetrazol-1-yl)butan-2-ol